2-{3,3-dimethyl-2-oxa-8-azaspiro[4.5]decan-8-yl}pyridin CC1(OCC2(C1)CCN(CC2)C2=NC=CC=C2)C